C[SiH2]C1=CC=C(C=C1)C methyl-(4-methylphenyl)silane